piperidine-3-carboxylate N1CC(CCC1)C(=O)[O-]